OCCN1CC2=NC(=CC=C2C1)NC=1N=CC2=C(N1)C(=NC(=C2)[C@@H](C)O)N2CCCCC2 (1R)-1-[2-[[6-(2-hydroxyethyl)-5,7-dihydropyrrolo[3,4-b]pyridin-2-yl]amino]-8-piperidin-1-ylpyridino[3,4-d]pyrimidin-6-yl]ethanol